(R)-8-chloro-4-((3-chloro-2-fluorophenyl)amino)-6-(((4-methylthiazol-5-yl)(1H-1,2,3-triazol-4-yl)methyl)amino)quinoline-3-carbonitrile ClC=1C=C(C=C2C(=C(C=NC12)C#N)NC1=C(C(=CC=C1)Cl)F)N[C@H](C=1N=NNC1)C1=C(N=CS1)C